ClC1=NC=C(C(=C1)C1=C(C=NC(=C1)C)C(=O)NC=1SC2=C(N1)CN(C2)C(=O)C2=NC(=CC=C2)OC(F)F)OC 2'-chloro-N-{5-[6-(difluoromethoxy)pyridine-2-carbonyl]-4H,5H,6H-pyrrolo[3,4-d][1,3]thiazol-2-yl}-5'-methoxy-6-methyl-[4,4'-bipyridine]-3-carboxamide